(7S,8S)-dihydroxyoctadecanoic acid OC(C(=O)O)(CCCCCCCCCCCCCCCC)O